tri-(1-hexyl) phosphate P(=O)(OCCCCCC)(OCCCCCC)OCCCCCC